4-((3-(7-(((3S,4R)-3-fluoro-1-methylpiperidin-4-yl)amino)-3-((E)-prop-1-en-1-yl)-2H-indazol-2-yl)prop-2-yn-1-yl)amino)-3-methoxy-N-methylbenzamide F[C@H]1CN(CC[C@H]1NC1=CC=CC2=C(N(N=C12)C#CCNC1=C(C=C(C(=O)NC)C=C1)OC)\C=C\C)C